2-cyano-3-(3-(hydroxymethyl)phenyl)-N,N-dimethylacrylamide C(#N)C(C(=O)N(C)C)=CC1=CC(=CC=C1)CO